COCCC=1N(C2=C(C(=NC=3C=CC=CC23)N)N1)CCCCNC1CSC1 2-(2-methoxyethyl)-1-(4-(thietan-3-ylamino)butyl)-1H-imidazo[4,5-c]Quinolin-4-amine